C12CN(CC2C1)C1=NC(=NC=2N3CCOC(C3=NC12)(C)C)C=1C=NC(=NC1)N 5-[1-(3-Aza-bicyclo[3.1.0]hex-3-yl)-8,8-dimethyl-5,6-dihydro-8H-7-oxa-2,4,4b,9-tetraaza-fluoren-3-yl]-pyrimidin-2-ylamine